N[C@@H](CCC(=O)O)C(=O)C=1N=C(NC1)CCN glutamyl-aminoethyl-imidazole